N[C@@H]1C2=CC=CC=C2CC12CCN(CC2)C=2NC(C1=C(N2)NN=C1C1(CC1)C1=C(C=CC=C1)OC(F)(F)F)=O (S)-6-(1-amino-1,3-dihydrospiro[indene-2,4'-piperidine]-1'-yl)-3-(1-(2-(trifluoromethoxy)phenyl)cyclopropyl)-1,5-dihydro-4H-pyrazolo[3,4-d]pyrimidin-4-one